4-bromo-2-(1-phenylethenyl)aniline tert-Butyl-(3-(benzyloxy)-7-bromonaphthalen-2-yl)carbamate C(C)(C)(C)N(C(O)=O)C1=CC2=CC(=CC=C2C=C1OCC1=CC=CC=C1)Br.BrC1=CC(=C(N)C=C1)C(=C)C1=CC=CC=C1